isobutyl terephthalate C(C1=CC=C(C(=O)[O-])C=C1)(=O)OCC(C)C